N'-(2,4-dichlorophenyl)-2-methylquinoline-6-carbohydrazide ClC1=C(C=CC(=C1)Cl)NNC(=O)C=1C=C2C=CC(=NC2=CC1)C